2-((((9H-fluoren-9-yl)methoxy)carbonyl)amino)-3-iodopropanoate C1=CC=CC=2C3=CC=CC=C3C(C12)COC(=O)NC(C(=O)[O-])CI